2-chloro-3-(methoxycarbonyl)pyridine 1-oxide ClC1=[N+](C=CC=C1C(=O)OC)[O-]